6,6-Dimethyltetrahydro-2H-pyran CC1(CCCCO1)C